(5S)-2-[(6-Chloropyridin-3-yl)methyl]-5-[(3,3-difluoropyrrolidin-1-yl)carbonyl]-8,8-difluoro-5,6,7,8-tetrahydro[1,2,4]triazolo[4,3-a]pyridin-3(2H)-one ClC1=CC=C(C=N1)CN1N=C2N([C@@H](CCC2(F)F)C(=O)N2CC(CC2)(F)F)C1=O